methyl 1-(4-(difluoromethyl) phenyl)-1H-1,2,3-triazole-5-carboxylate FC(C1=CC=C(C=C1)N1N=NC=C1C(=O)OC)F